C[C@@H]1CN(C[C@@H](O1)C)CC1(CCNCC1)C (2R,6S)-2,6-dimethyl-4-[(4-methylpiperidin-4-yl)methyl]Morpholine